ClC1=CC=C(C=N1)N[C@H](C)C=1C=C(C=C2C(C(=C(OC12)C1=CC=CC=C1)C)=O)C 8-[(1R)-1-[(6-Chloro-3-pyridyl)amino]ethyl]-3,6-dimethyl-2-phenyl-chromen-4-one